3-bromo-5-iodo-4-(2,2,2-trifluoroethyl)-1H-pyrazole BrC1=NNC(=C1CC(F)(F)F)I